[4-[4-[6-ethoxy-4-(trifluoromethyl)-2-pyridyl]piperazin-1-yl]sulfonylphenyl]benzamide C(C)OC1=CC(=CC(=N1)N1CCN(CC1)S(=O)(=O)C1=CC=C(C=C1)C1=C(C(=O)N)C=CC=C1)C(F)(F)F